FC=1C(=CC=2C3=C(NC(C2C1)=O)COC[C@H]3N(C(=O)C=3NC1=CC=C(C=C1C3)OC)C)F (S)-N-(8,9-Difluoro-6-oxo-1,4,5,6-tetrahydro-2H-pyrano[3,4-c]isoquinolin-1-yl)-5-methoxy-N-methyl-1H-indole-2-carboxamide